C(C)S(C([O-])=O)C\C=C\C (E)-S-(but-2-en-1-yl) O-ethylthiocarbonate